5-(4-(benzyloxy)-3-methoxyphenyl)-N-(4-((4-ethylpiperazin-1-yl)methyl)phenyl)-4-methoxy-7H-pyrrolo[2,3-d]pyrimidin-2-amine C(C1=CC=CC=C1)OC1=C(C=C(C=C1)C1=CNC=2N=C(N=C(C21)OC)NC2=CC=C(C=C2)CN2CCN(CC2)CC)OC